NC1=NC=C(C2=C1C(=NN2[C@@H]2CN(CC2)C(C=C)=O)C#CC2=CC(=CC(=C2)OC)OC)C(C(F)F)=O (S)-1-(3-(4-amino-7-(2,2-difluoroacetyl)-3-((3,5-dimethoxyphenyl)ethynyl)-1H-pyrazolo[4,3-c]pyridin-1-yl)pyrrolidin-1-yl)prop-2-en-1-one